2-geranyl-5-(5-hexynyl)-dihydroxybenzoic acid C(\C=C(/C)\CCC=C(C)C)C1=C(C(=O)O)C=C(C(=C1O)O)CCCCC#C